OC1N(C(C2=C1C(=NC=C2)OC)=O)C(C)C 3-hydroxy-2-isopropyl-4-methoxy-2,3-dihydro-1H-pyrrolo[3,4-c]pyridin-1-one